(2-fluoro-4-((cis)-4-hydroxypyrrolidin-2-yl)phenyl)-N-(tetrahydro-2H-pyran-4-yl)benzo[d]imidazo[2,1-b]thiazol-7-carboxamide hydrochloride Cl.FC1=C(C=CC(=C1)[C@@H]1NC[C@@H](C1)O)C=1N=C2SC3=C(N2C1)C=CC(=C3)C(=O)NC3CCOCC3